tert-butyl (3,5-dichloro-4-((5-isopropyl-1-methyl-6-oxo-1,6-dihydropyridazin-3-yl)oxy)phenyl)((5-oxo-4,5-dihydro-1,2,4-oxadiazol-3-yl)methyl)carbamate ClC=1C=C(C=C(C1OC1=NN(C(C(=C1)C(C)C)=O)C)Cl)N(C(OC(C)(C)C)=O)CC1=NOC(N1)=O